C(\C=C\C)(=O)O.C(\C=C\C)(=O)O crotonic acid (crotonic acid) salt